2-(4-bromo-2,6-dichlorophenoxy)-5-methoxy-N-methylpyridine-4-sulfonamide BrC1=CC(=C(OC2=NC=C(C(=C2)S(=O)(=O)NC)OC)C(=C1)Cl)Cl